NC1=C(C=C(C=C1)C1=CC(=C(C=C1)N)C(=O)O)C(=O)O 4,4'-diamino-1,1'-biphenyl-3,3'-dicarboxylic acid